C(CCCCCCCCCCCCCCC)OC1=C(C=CC=C1N)N 2-hexadecyloxy-1,3-diaminobenzene